spiro[cyclopropane-1,1'-isoindol]-3'-one C12(NC(C3=CC=CC=C13)=O)CC2